C(C)OC([C@H](C)OC1=C(C=C(C=C1)F)C1=NOCC1OCC)=O (2S)-2-[4-fluoro-2-(4-ethoxy-4,5-dihydroisoxazol-3-yl)phenoxy]propionic acid ethyl ester